2-(2-(diethylamino)ethylthio)-4-(1-indolyl)pyrimidine C(C)N(CCSC1=NC=CC(=N1)N1C=CC2=CC=CC=C12)CC